ClC1=CC=C(C[C@@H]2NC[C@H]3N(C2)C[C@H](C3)S(=O)(=O)C)C=C1 (3S,7S,8aS)-3-(4-chlorobenzyl)-7-(methylsulfonyl)octahydropyrrolo[1,2-a]pyrazine